F[N+](F)(F)[O-] Trifluoroamine-N-oxide